di-tert-butyl (2S)-2-({[(2S)-6-{[(2R)-2-amino-3-(quinolin-7-yl)propanoyl]amino}-1-tert-butoxy-1-oxohexan-2-yl]carbamoyl}amino)pentanedioate N[C@@H](C(=O)NCCCC[C@@H](C(=O)OC(C)(C)C)NC(=O)N[C@H](C(=O)OC(C)(C)C)CCC(=O)OC(C)(C)C)CC1=CC=C2C=CC=NC2=C1